(S)-(4-amino-6-methylene-5-(quinolin-3-yl)-6,7,8,9-tetrahydropyrimidino[5,4-b]Indolizin-8-yl-9,9-d2)Carbamic acid tert-butyl ester C(C)(C)(C)OC(N[C@@H]1C(N2C3=C(C(=C2C(C1)=C)C=1C=NC2=CC=CC=C2C1)C(=NC=N3)N)([2H])[2H])=O